ClC1=CC(=C2C(=CNC2=C1F)C=1C=NNC1)OCC#N 2-[[6-chloro-7-fluoro-3-(1H-pyrazol-4-yl)-1H-indol-4-yl]oxy]acetonitrile